C(C)(C)(C)NC1CCC(CC1)N N-(tert-butyl)cyclohexane-1,4-diamine